CC1CC(CC(C1)C)C1=C(C=C(C=C1)O)O 4-(3,5-Dimethylcyclohexyl)benzene-1,3-diol